NCC=1NC(C2=C(N1)N=C(C=C2)C=2C=NN(C2C2=C(C#N)C(=CC(=C2F)Cl)OC2(CC2)C)C)=O 2-(4-(2-(aminomethyl)-4-oxo-3,4-dihydropyrido[2,3-d]pyrimidin-7-yl)-1-methyl-1H-pyrazol-5-yl)-4-chloro-3-fluoro-6-(1-methylcyclopropoxy)benzonitrile